C1=CC=C(C=C1)OC2=CC=CC=C2C#N phenoxyBenzonitrile